NCC=1C=C(C=CC1)N1CCN(CC1)S(=O)(=O)C1=CC=C(C=C1)NC(C1=C(C=CC=C1)N(S(=O)(=O)C)C)=O N-(4-((4-(3-(aminomethyl)phenyl)piperazin-1-yl)sulfonyl)phenyl)-2-(N-methylmethylsulfonamido)benzamide